(trans)-2-((benzyloxy)methyl)-5-(trifluoromethyl)tetrahydro-2H-pyran C(C1=CC=CC=C1)OC[C@@H]1OC[C@H](CC1)C(F)(F)F